BrC1=CC=C(C=C1)C(C)N1CC2(CC(C2)=O)C1 6-(1-(4-bromophenyl)ethyl)-2-oxo-6-azaspiro[3.3]heptane